C(C)(=O)O[C@@H]1C=C[C@@H](C1)N1N=C(C=2C1=NC=NC2N)I (cis-4-(4-amino-3-iodo-1H-pyrazolo[3,4-d]pyrimidin-1-yl)cyclopent-2-en-1-yl) acetate